ethanaminium sulfate S(=O)(=O)([O-])[O-].C(C)[NH3+].C(C)[NH3+]